C(C)C1(CC=2C=C(C(=NC2C=2N1C=C(C(C2)=O)C(=O)O)OC)OCCCOC)C(C)C 6-ethyl-6-isopropyl-2-methoxy-3-(3-methoxypropoxy)-10-oxo-5,10-dihydro-6H-pyrido[1,2-H][1,7]Naphthyridine-9-carboxylic acid